(S)-4-(2-{5-[1-N-(2-methoxy-2-oxoethylcarbamoyl)-1H-indol-3-yl]Oxazol-2-ylamino}-2-(2-methylthiazol-4-yl)ethyl)phenyl-sulfamic acid COC(CNC(=O)N1C=C(C2=CC=CC=C12)C1=CN=C(O1)N[C@@H](CC1=CC=C(C=C1)NS(O)(=O)=O)C=1N=C(SC1)C)=O